1-ethylindazol C(C)N1N=CC2=CC=CC=C12